undecane-9-carboxylate CCCCCCCCC(CC)C(=O)[O-]